O=C1CCC(CC1)OCCC(=O)OC(C)(C)C tert-Butyl 3-((4-Oxocyclohexyl) oxy)propanoate